CNC1=NC=CC=N1 N-methylpyrimidin-2-amine